((2R,3S,4R,5S)-5-(4-aminopyrrolo[2,1-f][1,2,4]triazin-7-yl)-2-cyano-3,4-dihydroxytetrahydrofuran-2-yl)methyl isobutyl carbonate C(OC[C@]1(O[C@H]([C@@H]([C@@H]1O)O)C1=CC=C2C(=NC=NN21)N)C#N)(OCC(C)C)=O